C12COCC(COC1)N2C2=C(C=NC1=C(C(=CC=C21)F)C2=CC(=CC(=C2)Cl)Cl)C(=O)N[C@H]2CCOC1=CC=CC=C21 4-((1r,5r)-3,7-dioxa-9-azabicyclo[3.3.1]nonan-9-yl)-N-((S)-chroman-4-yl)-8-(3,5-dichlorophenyl)-7-fluoroquinoline-3-carboxamide